trans-N1-methyl-N3-(5-(3-methylimidazo[1,2-a]pyrimidin-6-yl)pyrrolo[2,1-f][1,2,4]triazin-2-yl)cyclobutane-1,3-diamine CN[C@@H]1C[C@H](C1)NC1=NN2C(C=N1)=C(C=C2)C=2C=NC=1N(C2)C(=CN1)C